N-[5-(7-fluoro-5-methoxy-1H-benzimidazol-2-yl)-1-methyl-pyrazol-3-yl]-6-(4-methoxy-1-piperidyl)pyridine-3-carboxamide FC1=CC(=CC2=C1NC(=N2)C2=CC(=NN2C)NC(=O)C=2C=NC(=CC2)N2CCC(CC2)OC)OC